1,3-bis(isocyanatoethyl)benzene N(=C=O)CCC1=CC(=CC=C1)CCN=C=O